(4-(benzo[b]thiophen-3-yl)-5-methylthiophen-2-yl)-4-oxobutanoic acid S1C2=C(C(=C1)C=1C=C(SC1C)C(C(=O)O)CC=O)C=CC=C2